4-(3-bromopropyl)-2H-benzopyran BrCCCC1=CCOC2=C1C=CC=C2